CO[Si](CCCNCCN)(OC)OC [3-(trimethoxysilyl)propyl]-ethylenediamine